ClC=1C=CC=2N(N1)C(=NN2)C=2C=C(C=CC2)C 6-chloro-3-(m-tolyl)-[1,2,4]triazolo[4,3-b]pyridazine